O=C1NC(CCC1N1C(C2=CC=C(C=C2C1)NC(=O)C1=CC2=C(N(C(=N2)C)CCO)C=C1)=O)=O N-(2-(2,6-dioxopiperidin-3-yl)-1-oxoisoindolin-5-yl)-1-(2-hydroxyethyl)-2-methyl-1H-benzo[d]imidazole-5-carboxamide